N-((4-chloro-2,6-dimethylphenyl)carbamoyl)-1-isopropyl-1H-pyrazole-3-sulfonamide ClC1=CC(=C(C(=C1)C)NC(=O)NS(=O)(=O)C1=NN(C=C1)C(C)C)C